ClC1=CC=C(OCC2=NN=C(S2)NC(C2=C(N=CC=C2)F)=O)C=C1 N-(5-((4-chlorophenoxy)methyl)-1,3,4-thiadiazol-2-yl)-2-fluoronicotinamide